CN[C@H]1COCC2=C1C=NC(=C2)C(F)(F)F (R)-N-methyl-7-(trifluoromethyl)-3,4-dihydro-1H-pyrano[4,3-c]pyridin-4-amine